N[C@H]1CN(CC1)C(=O)C1=NN(C(=C1)C1=CC=C(C#N)C=C1)C1=CC=C(C=C1)C (R)-4-(3-(3-aminopyrrolidine-1-carbonyl)-1-(p-tolyl)-1H-pyrazol-5-yl)benzonitrile